ClC1=C(NC=2C=NC=3CCN(CC3C2)C2=C(C(=C(N=N2)C#N)C)C)C(=CC=C1)F 6-[3-(2-chloro-6-fluoro-anilino)-7,8-dihydro-5H-1,6-naphthyridin-6-yl]-4,5-dimethyl-pyridazine-3-carbonitrile